CC1=C(C=NC2=CC=CC=C12)S(=O)(=O)C1=CC=CC=C1 4-methyl-3-(phenylsulfonyl)quinoline